L-1-(2-hydroxy-3-sulfopropyl)pyridine O[C@@H](CN1CC=CC=C1)CS(=O)(=O)O